NC1=C2C(=NC=N1)N(N=C2C2=CC=C(C=C2)OC2=CC=CC=C2)[C@@H]2[C@@H](CN(CC2)C2CN(C2)CC2CN(C2)C(=O)OC(C)(C)C)F Tert-butyl 3-((3-((3R,4S)-4-(4-amino-3-(4-phenoxyphenyl)-1H-pyrazolo[3,4-d]pyrimidin-1-yl)-3-fluoropiperidin-1-yl)azetidin-1-yl)methyl)azetidine-1-carboxylate